C(CCCCCCC)N1C2=CC=CC=C2SC=2C=C(C=CC12)C(CCCCCCC)C(=O)C(CCCCCCC)C=1C=CC=2N(C3=CC=CC=C3SC2C1)CCCCCCCC 1-(10-octyl phenothiazine-3-yl)-1-octyl ketone